CSCN1N=CC2=CC=CC=C12 ((methylthio)methyl)-1H-indazol